FC1=CC=C(C=C1C=1C=NN=NC1)O 4-fluoro-5-(1,2,3-triazin-5-yl)phenol